1,3,4,6-tetrakis(hydroxymethyl)-tetrahydroimidazo[4,5-d]imidazole-2,5(1H,3H)-dione OCN1C(N(C2C1N(C(N2CO)=O)CO)CO)=O